C(C)(C)(C)OC(=O)NCCCC(=O)N1CCC(CC1)C1=CC=C(C=C1)C1=CC(=CC2=CC(=CC=C12)C1=CC=C(C=C1)C(F)(F)F)C(=O)OCC ethyl 4-(4-(1-(4-((tert-butoxycarbonyl) amino) butanoyl) piperidin-4-yl) phenyl)-7-(4-(trifluoromethyl) phenyl)-2-naphthoate